NC1=NC(=CC(=C1)C1=NNC2=NC(=CN=C21)N2CCC1(CCCC1N)CC2)Cl 8-(3-(2-amino-6-chloropyridin-4-yl)-1H-pyrazolo[3,4-b]pyrazin-6-yl)-8-azaspiro[4.5]decan-1-amine